benzyl-2-oxo-oxazolidine C(C1=CC=CC=C1)N1C(OCC1)=O